CNC1=NC=2N(C3=CC(=CC=C13)[N+](=O)[O-])C=NN2 N-methyl-8-nitro-[1,2,4]triazolo[4,3-a]quinazolin-5-amine